O[C@@H]1CC[C@@]2(C3C[C@@H]([C@@]4([C@H](CCC4C3CCC2C1)[C@@H](CCC(=O)NCCN1CCCCC1)C)C)O)C (4R)-4-[(3R,10S,12S,13R,17R)-3,12-dihydroxy-10,13-dimethyl-2,3,4,5,6,7,8,9,11,12,14,15,16,17-tetradecahydro-1H-cyclopenta[a]phenanthren-17-yl]-N-[2-(1-piperidyl)ethyl]pentanamide